2,3,4,5-tetrafluoro-N-(3-fluoro-4-methoxyphenyl)-6-(4-methoxyphenoxy)-N-(prop-2-yn-1-yl)benzenesulfonamide FC1=C(C(=C(C(=C1F)F)F)OC1=CC=C(C=C1)OC)S(=O)(=O)N(CC#C)C1=CC(=C(C=C1)OC)F